N1CC(C1)C=1C=NC=CC1N1CCC(CC1)CCC#CC1=CC2=C(N(C(N2C)=O)C2C(NC(CC2)=O)=O)C=C1 3-(5-(4-(1-(3-(azetidin-3-yl)pyridin-4-yl)piperidin-4-yl)but-1-yn-1-yl)-3-methyl-2-oxo-2,3-dihydro-1H-benzo[d]imidazol-1-yl)piperidine-2,6-dione